ClC=1C(=C(C(=NC1OC)C)NCC1=CC=C(C=C1)OC)C 5-chloro-6-methoxy-N-[(4-methoxyphenyl)methyl]-2,4-dimethylpyridin-3-amine